[Mn].[Fe].[Na] sodium iron-manganese